3-Phenylpropionat C1(=CC=CC=C1)CCC(=O)[O-]